NC=1N=C(SC1C(C1=CC=CC=C1)=O)N(C1=CC=C(C=C1)F)[C@@H](C(=O)N)C (R)-2-(N-(4-Amino-5-benzoylthiazol-2-yl)-4-fluoroanilino)propanamid